C(C)SC=1C=C(C=CC1C=1N=C2N(C=NC(=C2)C(F)(F)F)C1)C1(CC1)C#N 1-[3-ethylsulfanyl-4-[7-(trifluoromethyl)imidazo[1,2-c]pyrimidin-2-yl]phenyl]cyclopropanecarbonitrile